3,5-dihydroxy-4-[(3''R-4''S)-p-menthenyl]-trans-stilbene OC=1C=C(C=C(C1C1C=C(CCC1C(C)C)C)O)\C=C\C1=CC=CC=C1